BrC1=C(N)C(=CC(=C1)F)F 2-bromo-4,6-difluoro-aniline